C(C)S(=O)(=O)N[C@@H]1CC[C@H](OC1)CN1CCC2(CN(C2)C2=NC=NC=C2OC2=C(C(=O)N(C3=CC=CC=C3)C(C)C)C=C(C=C2)F)CC1 2-((4-(7-(((2S,5R)-5-(ethylsulfonamido)tetrahydro-2H-pyran-2-yl)methyl)-2,7-diazaspiro[3.5]nonan-2-yl)pyrimidin-5-yl)oxy)-5-fluoro-N-isopropyl-N-phenylbenzamide